trans-4-((3-(2-Cyclopropylthiazol-5-yl)phenyl)((trans-4-(3-fluoro-1-methyl-1H-indazol-5-yl)cyclohexyl) methyl)carbamoyl)cyclohexyl methylcarbamate CNC(O[C@@H]1CC[C@H](CC1)C(N(C[C@@H]1CC[C@H](CC1)C=1C=C2C(=NN(C2=CC1)C)F)C1=CC(=CC=C1)C1=CN=C(S1)C1CC1)=O)=O